1,3-dimethylpyrimidine-2,4(1H,3H)-dione CN1C(N(C(C=C1)=O)C)=O